ClC1=C(C(=C(C=N1)C(=O)OCC)NC(NC(C(Cl)(Cl)Cl)=O)=O)OCC(F)(F)F ethyl 6-chloro-4-[(2,2,2-trichloroacetyl)carbamoylamino]-5-(2,2,2-trifluoroethoxy)pyridine-3-carboxylate